CC(C(=O)O)(C)C.COC=C(C)C=1C=C(C=CC1)CC(C(=O)O)(C)C 3-[3-(1-methoxyprop-1-en-2-yl)phenyl]-2,2-dimethylpropanoic acid 2,2-dimethylpropanoate